(R)-4-(2-fluorobenzoyl)-N-((1-methylpyrrolidin-3-yl)methyl)-3,4-dihydroquinoxaline-1(2H)-carboxamide FC1=C(C(=O)N2CCN(C3=CC=CC=C23)C(=O)NC[C@@H]2CN(CC2)C)C=CC=C1